(1-cyclopropyl-1H-pyrazol-4-yl)-N-[(3R)-1-methylpiperidin-3-yl]amino-sulfonamide hydrochloride Cl.C1(CC1)N1N=CC(=C1)S(=O)(=O)NN[C@H]1CN(CCC1)C